6-(2-chlorophenyl)-3-(6-methoxyisoquinolin-4-yl)-1-((2-(trimethylsilyl)ethoxy)methyl)thieno[3,2-d]pyrimidine-2,4(1H,3H)-dione ClC1=C(C=CC=C1)C1=CC=2N(C(N(C(C2S1)=O)C1=CN=CC2=CC=C(C=C12)OC)=O)COCC[Si](C)(C)C